ClC1=C(C=C(C=C1)N1C(=CC=2C1=NC=CC2)C(=O)NC2CC2)F 1-(4-Chloro-3-fluorophenyl)-N-cyclopropyl-1H-pyrrolo[2,3-b]pyridine-2-carboxamide